2-acetylamino-3-(4-nitrophenyl)propionic acid C(C)(=O)NC(C(=O)O)CC1=CC=C(C=C1)[N+](=O)[O-]